CC(C(CCCCCCCCCCCCCCCC)O)O nonadecane-2,3-diol